(2R)-2-{[2-(pyrazin-2-yl)[1,2,4]triazolo[1,5-c]quinazolin-5-yl]amino}butanamide N1=C(C=NC=C1)C1=NN2C(=NC=3C=CC=CC3C2=N1)N[C@@H](C(=O)N)CC